ClC=1C=C(C=C(C1)Cl)C1=C(C=C2N1N=CC(=C2C(C)C)C(=O)N[C@H]2CCOC1=C2C=CC=C1)C 7-(3,5-dichlorophenyl)-N-[(4S)-3,4-dihydro-2H-1-benzopyran-4-yl]-6-methyl-4-(prop-2-yl)pyrrolo[1,2-b]pyridazine-3-carboxamide